8-azidoadenosine-5'-triphosphate P(O)(=O)(OP(=O)(O)OP(=O)(O)O)OC[C@@H]1[C@H]([C@H]([C@@H](O1)N1C(=NC=2C(N)=NC=NC12)N=[N+]=[N-])O)O